tert-butyl 4-((4-(4-morpholino-7-((2-(trimethylsilyl)ethoxy)methyl)-7H-pyrrolo[2,3-d]pyrimidin-6-yl)phenyl)carbamoyl)-[1,4'-bipiperidine]-1'-carboxylate O1CCN(CC1)C=1C2=C(N=CN1)N(C(=C2)C2=CC=C(C=C2)NC(=O)C2CCN(CC2)C2CCN(CC2)C(=O)OC(C)(C)C)COCC[Si](C)(C)C